piperidine-1-carboxylic acid 2-trimethylsilylethyl ester C[Si](CCOC(=O)N1CCCCC1)(C)C